C(C)N(S(=O)(=O)C1=CC=C2CCNCC2=C1)[C@@H](C)C1=CC=C(C=C1)F (S)-N-ethyl-N-(1-(4-fluorophenyl)ethyl)-1,2,3,4-tetrahydroisoquinoline-7-sulfonamide